3-iodo-5-methyl-1H-pyrazolo[4,3-d]Pyrimidine-7-ol IC1=NNC2=C1N=C(N=C2O)C